BrC=1C(=CC(=NC1)OC)C1=C(C=C(C=C1F)F)F 5-bromo-2-methoxy-4-(2,4,6-trifluorophenyl)pyridine